methyl 5-amino-2-chloro-4-((3-(difluoromethoxy)phenyl)amino)benzoate NC=1C(=CC(=C(C(=O)OC)C1)Cl)NC1=CC(=CC=C1)OC(F)F